C1(CCCC1)N1CC(C=2C1=NC=C(N2)C(=O)N2C(CNCC2)(C)C)(C)C 4-(5-cyclopentyl-7,7-dimethyl-6,7-dihydro-5H-pyrrolo[2,3-b]pyrazine-2-carbonyl)-3,3-dimethylpiperazin